4-((1H-indol-5-yl)oxy)-N-(4-(4-ethylpiperazin-1-yl)phenyl)pyridin-2-amine N1C=CC2=CC(=CC=C12)OC1=CC(=NC=C1)NC1=CC=C(C=C1)N1CCN(CC1)CC